ClC1=C(C=C(C(=C1)Cl)NC(=S)OC1=CC=C(C=C1)Cl)B(O)O [2,4-dichloro-5-[(4-chlorophenoxy)carbothioylamino]phenyl]boronic acid